C(C)(=O)OC[C@@H]1O[C@H]([C@@H]([C@H]([C@H]1CC(=O)O)CC(=O)O)CC(=O)O)SSCCC=1C=C(C=CC1)C (2R,3R,4S,5R,6S)-2-(acetoxymethyl)-6-((m-tolylethylthio)thio)tetrahydro-2H-pyran-3,4,5-triacetic acid